The molecule is a cyclic tetrapyrrole that consists of porphyrin bearing several substituents including methyl, vinyl, formyl, hydroxy and hydroxyalkatrienyl. The parent of the class of cytoporphyrins. It is a conjugate acid of a cytoporphyrinate. CC1=C(C2=CC3=NC(=CC4=C(/C(=C/O)/C(=N4)C=C5C(=C(C(=N5)C=C1N2)C(CC/C=C(\\C)/CC/C=C(\\C)/CCC=C(C)C)O)C)CCC(=O)O)C(=C3C)CCC(=O)O)C=C